2,3-bis(2-methoxy-4-nitro-5-sulfophenyl)-5-[(anilino)carbonyl]-2H-tetrazole hydroxide [OH-].COC1=C(C=C(C(=C1)[N+](=O)[O-])S(=O)(=O)O)N1NC(=NN1C1=C(C=C(C(=C1)S(=O)(=O)O)[N+](=O)[O-])OC)C(=O)NC1=CC=CC=C1